N-[(1R)-1-{4-[2-(2-{[2-(2,6-dioxopiperidin-3-yl)-1,3-dioxo-2,3-dihydro-1H-isoindol-4-yl]amino}ethoxy)ethoxy]phenyl}ethyl]acetamide O=C1NC(CCC1N1C(C2=CC=CC(=C2C1=O)NCCOCCOC1=CC=C(C=C1)[C@@H](C)NC(C)=O)=O)=O